2-(1H-pyrrole-2-carboxamido)-N-m-methylphenyl-1,3-selenazole-5-carboxamide N1C(=CC=C1)C(=O)NC=1[Se]C(=CN1)C(=O)NC1=CC(=CC=C1)C